N-(3-(N,N-dimethylsulfamoyl)phenyl)-3-(phenylsulfonamido)benzamide CN(S(=O)(=O)C=1C=C(C=CC1)NC(C1=CC(=CC=C1)NS(=O)(=O)C1=CC=CC=C1)=O)C